S(=O)(=O)([O-])CCCOC(C=C)=O 3-sulfonatopropylacrylate